N-(2-(4-(difluoromethylene)piperidin-1-yl)-4-((2-hydroxyethyl)sulfonamido)phenyl)-7-(4,4-difluoropiperidin-1-yl)furo[2,3-c]pyridine-5-carboxamide FC(=C1CCN(CC1)C1=C(C=CC(=C1)NS(=O)(=O)CCO)NC(=O)C=1C=C2C(=C(N1)N1CCC(CC1)(F)F)OC=C2)F